FC1=C(C=CC(=C1)F)N1N=C(C(C1(C(=O)OC)C)C=1OC=CC1)C1=C(C=C(C=C1)F)F methyl 1,3-bis(2,4-difluorophenyl)-4-(furan-2-yl)-5-methyl-4,5-dihydro-1H-pyrazole-5-carboxylate